4-[3-[4-[[(3S,4S)-3-fluoro-1-methyl-4-piperidyl]amino]-1-(2,2,2-trifluoroethyl)indol-6-yl]prop-2-ynylamino]-3-methoxy-N-methyl-benzamide F[C@H]1CN(CC[C@@H]1NC1=C2C=CN(C2=CC(=C1)C#CCNC1=C(C=C(C(=O)NC)C=C1)OC)CC(F)(F)F)C